1-methylindoline-6-carboxamide CN1CCC2=CC=C(C=C12)C(=O)N